4-(4-methyl-3-pentenyl)-3-cyclohexenecarboxaldehyde CC(=CCCC1=CCC(CC1)C=O)C